(R)-8-bromo-3-cyclopropyl-6-fluoro-2-(tetrahydrofuran-2-yl)quinazolin-4(3H)-one BrC=1C=C(C=C2C(N(C(=NC12)[C@@H]1OCCC1)C1CC1)=O)F